rac-(R)-1-(2-(4-(2-(tert-butyl)phenyl)piperidine-1-carbonyl)pyrrolidin-1-yl)ethan-1-one C(C)(C)(C)C1=C(C=CC=C1)C1CCN(CC1)C(=O)[C@@H]1N(CCC1)C(C)=O |r|